((4-(tert-butylphenyl)phenyl)(3,5-di-tert-butylphenyl)methyl)pyridine C(C)(C)(C)C1=C(C=CC=C1)C1=CC=C(C=C1)C(C1=CC(=CC(=C1)C(C)(C)C)C(C)(C)C)C1=NC=CC=C1